C(=O)=C1NC(C2=C3C(C=CC=C13)=C(C=C2)N2N(C(C=C2)C(=O)NC2=CC(=NC=C2)C(F)(F)F)C(F)(F)F)=C=O 1-(1,3-dicarbonyl-2,3-dihydro-1H-benzo[de]isoquinolin-6-yl)-2-trifluoromethyl-N-(2-trifluoromethylpyridin-4-yl)-1H-pyrazole-3-carboxamide